cyano-3,4-dihydroxycinnamic acid C(#N)C(C(=O)O)=CC1=CC(=C(C=C1)O)O